6-[4-[(R)-amino(5-chloro-2-hydroxy-4-methylphenyl)methyl]piperidine-1-carbonyl]-1,3-dihydroindol-2-one N[C@H](C1CCN(CC1)C(=O)C1=CC=C2CC(NC2=C1)=O)C1=C(C=C(C(=C1)Cl)C)O